9-Fluoro-12-azatricyclo[6.3.1.02,7]dodeca-2,4,6-triene-12-carboxylic acid tert-butyl ester C(C)(C)(C)OC(=O)N1C2C3=CC=CC=C3C1C(CC2)F